1-beta-D-glucopyranosyloxy-3,5-dihydrooxybenzene [C@@H]1([C@H](O)[C@@H](O)[C@H](O)[C@H](O1)CO)OOC=1CCCCC1